7-[4-[3-(2-benzyloxyethoxy)azetidin-1-yl]phenoxy]-1-methyl-indazole-5-carboxamide C(C1=CC=CC=C1)OCCOC1CN(C1)C1=CC=C(OC=2C=C(C=C3C=NN(C23)C)C(=O)N)C=C1